1,2-dimethyl-3-propylimidazole iodide [I-].CN1C(N(C=C1)CCC)C